3-(3,7-dimethylocta-2,6-dien-1-yl)-2,4-dihydroxy-N-(4-methoxyphenyl)-6-pentylbenzamide CC(=CCC=1C(=C(C(=O)NC2=CC=C(C=C2)OC)C(=CC1O)CCCCC)O)CCC=C(C)C